4-{2-bromo-[1,2,4]triazolo[1,5-a]pyridin-7-yl}-3,5-dimethyl-1-(oxan-2-yl)-1H-pyrazole BrC1=NN2C(C=C(C=C2)C=2C(=NN(C2C)C2OCCCC2)C)=N1